6-AMINO-5-FORMYL-4-METHYL-2-OXO-1-PROPYL-1,2-DIHYDRO-PYRIDINE-3-CARBONITRILE NC1=C(C(=C(C(N1CCC)=O)C#N)C)C=O